(2,3-Bis(methoxy-d3)phenyl)(piperidin-4-yl-2,2,3,3,4,5,5,6,6-d9)methanone trifluoroacetate salt FC(C(=O)O)(F)F.C(OC1=C(C=CC=C1OC([2H])([2H])[2H])C(=O)C1(C(C(NC(C1([2H])[2H])([2H])[2H])([2H])[2H])([2H])[2H])[2H])([2H])([2H])[2H]